[N+](=O)([O-])[Pt]([N+](=O)[O-])([N+](=O)[O-])([N+](=O)[O-])([N+](=O)[O-])[N+](=O)[O-].[K] potassium hexanitro-platinum